(1R,6S,8aS)-6-methoxy-1,4,4,6-tetramethyloctahydro-1H-5,8a-methanoazulene CO[C@@]1(C2C(C3CC[C@H]([C@]3(CC1)C2)C)(C)C)C